tert-butyl {endo}-5-(7-bromo-8-(2-cyanoethyl)-2-ethyl-6-fluoro-4-(methylsulfonyl)-1H-imidazo[4,5-c]quinolin-1-yl)-2-azabicyclo[2.1.1]hexane-2-carboxylate BrC=1C(=CC=2C3=C(C(=NC2C1F)S(=O)(=O)C)N=C(N3C3C1CN(C3C1)C(=O)OC(C)(C)C)CC)CCC#N